NC1=NC=CC(=N1)C=1C2=C(C(=NC1)NCC=1C=C(C(=O)NC3CCC4(CCN(CC4)CCOC)CC3)C=CC1)CCO2 3-(((7-(2-aminopyrimidin-4-yl)-2,3-dihydrofuro[3,2-c]pyridin-4-yl)amino)methyl)-N-(3-(2-methoxyethyl)-3-azaspiro[5.5]undecan-9-yl)benzamide